N1C=C(C(=C1)C(=O)[O-])C(=O)[O-] 3,4-pyrroledicarboxylate